ClC=1C=CC2=C([C@@H](C[C@@H](O2)C(=O)NC23CC(C2)(C3)C3=CC(=NO3)C=3C=NC(=CC3)C(F)(F)F)O)C1 (2R,4R)-6-chloro-4-hydroxy-N-(3-{3-[6-(trifluoromethyl)pyridin-3-yl]-1,2-oxazol-5-yl}bicyclo[1.1.1]pentan-1-yl)-3,4-dihydro-2H-1-benzopyran-2-carboxamide